C(C1=CC=CC=C1)=NC(CCC)[SiH](OCC)OCC N-benzylidene-3-methyl-(diethoxysilyl)propane-1-amine